O1N=C(N=C1)C1=CC=C(CN2C(=NC3=C2C=CC=C3)N3C[C@H](CCC3)N)C=C1 (S)-1-(1-(4-(1,2,4-Oxadiazol-3-yl)benzyl)-1H-benzo[d]imidazol-2-yl)piperidin-3-amin